N,N-dimethyl-2-bromoethylamine bromate Br(=O)(=O)O.CN(C)CCBr